(2S)-2-amino-3-({[5-(dimethylamino)naphthalen-1-yl]sulfonyl}amino)propanoic acid N[C@H](C(=O)O)CNS(=O)(=O)C1=CC=CC2=C(C=CC=C12)N(C)C